CC=1C=2CCN3N(C2C=CC1)CC1=C3N=C3C(=C1C)N=CC=N3 4,13-dimethyl-5,6-dihydro-14H-pyrazino[2'',3'':5',6']pyrido[2',3':3,4]pyrazolo[1,2-a]cinnoline